3-amino-N-(2-(2-((2-(4-(2-fluoro-5-((4-oxo-3,4-dihydrophthalazin-1-yl)methyl)benzoyl)piperazin-1-yl)-2-oxoethyl)amino)ethoxy)ethyl)-5-(2-oxaspiro[3.3]heptan-6-yl)picolinamide NC=1C(=NC=C(C1)C1CC2(COC2)C1)C(=O)NCCOCCNCC(=O)N1CCN(CC1)C(C1=C(C=CC(=C1)CC1=NNC(C2=CC=CC=C12)=O)F)=O